hydroxypregn-4-ene-3,11,20-trione OCC([C@H]1CC[C@H]2[C@@H]3CCC4=CC(CC[C@]4(C)[C@H]3C(C[C@]12C)=O)=O)=O